2-(spiro[2.5]oct-5-en-6-yl)benzamide C1CC12CC=C(CC2)C2=C(C(=O)N)C=CC=C2